FC1(CCC(CC1)C(C(=O)NC1=CC=C(C=C1)C=1N(C=NC1C)C)NC(OC(C)(C)C)=O)F tert-butyl N-[1-(4,4-difluorocyclohexyl)-2-[4-(3,5-dimethylimidazol-4-yl)anilino]-2-oxo-ethyl]carbamate